COC=1C=C(C=CC1)N1C(=C2C(N(N=CC2=C1C)C=1C=C(C(=O)N(C)C)C=CC1)=O)C 3-(6-(3-Methoxyphenyl)-5,7-dimethyl-1-oxo-1H-pyrrolo[3,4-d]pyridazin-2(6H)-yl)-N,N-dimethylbenzamide